tert-butyl ((1r,4r)-4-(((1-(6-(2,6-dioxopiperidin-3-yl)-4-fluoropyridin-3-yl)piperidin-4-yl)methyl)(methyl)amino)cyclohexyl)carbamate O=C1NC(CCC1C1=CC(=C(C=N1)N1CCC(CC1)CN(C1CCC(CC1)NC(OC(C)(C)C)=O)C)F)=O